[Br-].CC=1N=C(SC1C)N1N([NH2+]C(=N1)C1=CC=CC=C1)C1=CC=CC=C1 3-(4,5-dimethylthiazol-2-yl)-2,5-diphenyltetrazolium bromid